3-fluoro-4-(trifluoromethyl)benzyl bromide FC=1C=C(CBr)C=CC1C(F)(F)F